1-(5-bromo-2-pyridinyl)piperazine hydrochloride Cl.BrC=1C=CC(=NC1)N1CCNCC1